diethyl 2-(3-chloro-5-fluorobenzylidene)malonate ClC=1C=C(C=C(C(=O)OCC)C(=O)OCC)C=C(C1)F